lithium hexafluorophosphate salt F[P-](F)(F)(F)(F)F.[Li+]